tert-butyl N-[2-[(6-bromo-2-methylpyridin-3-yl)amino]ethyl]carbamate BrC1=CC=C(C(=N1)C)NCCNC(OC(C)(C)C)=O